benzyl (2-(2-(((1-((4aR,8aS)-3-oxooctahydro-2H-pyrido[4,3-b][1,4]oxazine-6-carbonyl)azetidin-3-yl)oxy)methyl)phenoxy)ethyl)carbamate O=C1N[C@H]2[C@@H](OC1)CCN(C2)C(=O)N2CC(C2)OCC2=C(OCCNC(OCC1=CC=CC=C1)=O)C=CC=C2